FC1=CC=C(C=C1)N1CCN(C2=CC=CC=C12)C(CCN1CCNCC1)=O 1-(4-(4-fluorophenyl)-3,4-dihydroquinoxalin-1(2H)-yl)-3-(piperazin-1-yl)propan-1-one